C(C)(C)(C)N(CCO)CCO N-tert-Butyldiethanolamine